C1(CC1)NC(C1=C(C=C(C(=C1)C=1N=CNC1)C)F)=O N-cyclopropyl-2-fluoro-5-(1H-imidazol-4-yl)-4-methylbenzamide